ClC=1N=NC(=CC1)OCCCOC 3-chloro-6-(3-methoxypropoxy)pyridazine